2-(1-(2-cyanophenyl)-1-phenylpropan-2-yl)-N-(2,3-difluorophenyl)-5-hydroxy-1-methyl-6-oxo-1,6-dihydropyrimidine-4-carboxamide C(#N)C1=C(C=CC=C1)C(C(C)C=1N(C(C(=C(N1)C(=O)NC1=C(C(=CC=C1)F)F)O)=O)C)C1=CC=CC=C1